N-((5-(2-((2-(trifluoromethyl)pyrido[2,3-d]pyrimidin-4-yl)thio)acetyl)thiophen-2-yl)methyl)ethanesulfonamide FC(C=1N=C(C2=C(N1)N=CC=C2)SCC(=O)C2=CC=C(S2)CNS(=O)(=O)CC)(F)F